OC1=CC(CCC1)=O 2-hydroxy-6-oxocyclohex-1-ene